N-(1-(3-chlorophenyl)ethyl)-2,3-dimethylaniline ClC=1C=C(C=CC1)C(C)NC1=C(C(=CC=C1)C)C